O[C@H](C)[C@@H]1[C@H]2SC(=C(N2C1=O)C(=O)[O-])[C@@H]1OCCC1 (+)-(5R,6s)-6-[(R)-1-hydroxyethyl]-7-oxo-3-[(R)-2-tetrahydrofuranyl]-4-thia-1-azabicyclo[3.2.0]hept-2-ene-2-carboxylate